8-((2-chloropyrimidin-5-yl)methyl)-3-(p-tolyl)pyrido[2,3-d]pyrimidine-2,4(3H,8H)-dione ClC1=NC=C(C=N1)CN1C=CC=C2C1=NC(N(C2=O)C2=CC=C(C=C2)C)=O